4-(6-(4-aminopiperidin-1-yl)pyridin-3-yl)-6-(1-methyl-1H-pyrazol-4-yl)pyrazolo[1,5-a]pyrazine-3-carbonitrile NC1CCN(CC1)C1=CC=C(C=N1)C=1C=2N(C=C(N1)C=1C=NN(C1)C)N=CC2C#N